Cl.B(O)(O)CCCC[C@]1(NC[C@@H]2N(CC[C@@H]21)C(=O)OC(C)OC(=O)C2CCCCC2)C(=O)O (3aS,4R,6aR)-4-(4-boronobutyl)-1-((1-(cyclohexanecarbonyloxy)ethoxy)carbonyl)octahydropyrrolo[3,4-b]pyrrole-4-carboxylic acid hydrochloride